(R)-1-(4-(5-(6-(2-fluoroethoxy)-1H-pyrazolo[3',4':3,4]pyrazolo[1,5-a]pyridin-4-yl)pyridin-2-yl)piperazin-1-yl)-2-hydroxy-2-phenylethan-1-one FCCOC=1C=C(C=2N(C1)N=C1C2C=NN1)C=1C=CC(=NC1)N1CCN(CC1)C([C@@H](C1=CC=CC=C1)O)=O